2-Chloro-6-(4,5-dimethyl-1H-imidazol-2-yl)pyridine ClC1=NC(=CC=C1)C=1NC(=C(N1)C)C